C1(CC1)C=1C(=CC(=C(CN2CCC3(CN(C(O3)=O)C3=CC=C(C=C3)P(O)(O)=O)CC2)C1)OCC)C1=NC(=NO1)C (4-(8-(5-cyclopropyl-2-ethoxy-4-(3-methyl-1,2,4-oxadiazol-5-yl)benzyl)-2-oxo-1-oxa-3,8-diazaspiro[4.5]decan-3-yl)phenyl)phosphonic acid